(6-morpholino-2-(3-(m-tolyl)-1H-pyrazol-1-yl)-9H-purin-8-yl)methanone O1CCN(CC1)C1=C2N=C(NC2=NC(=N1)N1N=C(C=C1)C=1C=C(C=CC1)C)C=O